BrC=1C=CC(=NC1)N1CCC(CC1)C1=CC=C(OCCN2[C@@H](C(N(CC2)C)=O)C)C=C1 (R)-4-{2-[4-(1-(5-bromopyridin-2-yl)piperidin-4-yl)phenoxy]ethyl}-1,3-dimethylpiperazin-2-one